7-bromo-4-((1R,5R,6R)-6-((tert-butyldimethylsilyl)oxy)-3-azabicyclo[3.2.1]octan-3-yl)-6-chloro-2-((2-(difluoromethylene)tetrahydro-1H-pyrrolizin-7a(5H)-yl)methoxy)-8-fluoroquinazoline BrC1=C(C=C2C(=NC(=NC2=C1F)OCC12CCCN2CC(C1)=C(F)F)N1C[C@H]2C[C@H]([C@@H](C1)C2)O[Si](C)(C)C(C)(C)C)Cl